[Cl-].C[NH2+]C=COS(=O)(=O)C N-methyl-N-{[(methylsulphonyl)oxy]methylene}methylammonium chloride